CC(CCCCCC(CC)C(=O)N)C(=O)N Decane-2,8-dicarboxamide